N-cyclobutyl-7,9-dimethyl-pyrido[3',2':4,5]furo[3,2-d]pyrimidin-4-amine hydrochloride Cl.C1(CCC1)NC=1C2=C(N=CN1)C1=C(O2)N=C(C=C1C)C